1-(3-amino-6-(2-hydroxyphenyl)pyridazin-4-yl)-N-((1-(2-(4-(4-((2,6-dioxopiperidin-3-yl)oxy)phenyl)piperidin-1-yl)acetyl)piperidin-4-yl)methyl)-4-phenylpiperidine-4-carboxamide NC=1N=NC(=CC1N1CCC(CC1)(C(=O)NCC1CCN(CC1)C(CN1CCC(CC1)C1=CC=C(C=C1)OC1C(NC(CC1)=O)=O)=O)C1=CC=CC=C1)C1=C(C=CC=C1)O